BrC=1C(N(C(C1Br)=O)CCOCCOC(C(=O)[O-])C)=O (2-(2-(3,4-dibromo-2,5-dioxo-2,5-dihydro-1H-pyrrol-1-yl)ethoxy)ethoxy)propanoate